2-((1R,4R)-4-(cyclopropylmethoxy)cyclohexyl)-8-iodopyrido[4,3-d]pyrimidine-2,5-diamine C1(CC1)COC1CCC(CC1)C1(N=CC2=C(N1)C(=CN=C2N)I)N